C(C)(C)(C)NC1CN(CC1)C1=CC2=C(N=C(S2)C2=CC3=CN(N=C3C(=C2)F)C)S1 N-tert-butyl-1-[2-(7-fluoro-2-methylindazol-5-yl)thieno[2,3-d][1,3]thiazol-5-yl]pyrrolidin-3-amine